C1(=CC=CC=C1)C(C1=CC=CC=C1)=NC1=C2C(=NC=C1)N(N=C2)C(C#N)(C)C 2-(4-((diphenylmethylene)amino)-1H-pyrazolo[3,4-b]pyridin-1-yl)-2-methylpropanenitrile